tert-butyl (5-chloro-1-(3,3,3-trifluoropropyl)-1H-pyrazol-4-yl)carbamate ClC1=C(C=NN1CCC(F)(F)F)NC(OC(C)(C)C)=O